NC=1C(=NC=C(N1)C=1C=NN(C1COC(N(C)C1CCCC1)=O)C)O[C@@H]1C[C@H](CCC1)C(=O)O |r| (+/-)-(1S,3S)-3-((3-amino-5-(5-(((cyclopentyl(methyl)carbamoyl)oxy)methyl)-1-methyl-1H-pyrazol-4-yl)pyrazin-2-yl)oxy)cyclohexane-1-carboxylic acid